(3s,6s,9as)-6-amino-3-(3-(4-fluoropyridin-3-yl)azetidine-1-carbonyl)hexahydro-1H-pyrrolo[1,2-a]azepin-5(6H)-one N[C@H]1CCC[C@@H]2N(C1=O)[C@@H](CC2)C(=O)N2CC(C2)C=2C=NC=CC2F